N.[Cu+2] copper (II) ammonia